dimethoxyquercetin COC1=C(C(=C2C(=C1O)C(=O)C(=C(O2)C3=CC(=C(C=C3)O)O)O)OC)O